6-chloro-7-ethoxy-3-(5-methyl-isoxazol-3-yl)-[1,2,4]Triazolo[4,3-b]Pyridazine ClC=1C(=CC=2N(N1)C(=NN2)C2=NOC(=C2)C)OCC